2-fluoro-N-((2R)-3-methyl-1-(2-methyl-1-oxo-4-phenyl-2,8-diazaspiro[4.5]decan-8-yl)-1-oxobutan-2-yl)benzamide FC1=C(C(=O)N[C@@H](C(=O)N2CCC3(C(CN(C3=O)C)C3=CC=CC=C3)CC2)C(C)C)C=CC=C1